C1(=CC=CC=C1)N1C2=CC=C(C=C2C=2C=C(C=CC12)C=1C=CC=2N(C3=CC=CC=C3C2C1)C1=CC=CC=C1)C#N 9,9'-diphenyl-9H,9'H-3,3'-bicarbazole-6-carbonitrile